6-(3-[2-pyridyldithio]-propionylamino)hexanoic acid succinimidyl ester C1(CCC(N1OC(CCCCCNC(CCSSC1=NC=CC=C1)=O)=O)=O)=O